P(=O)(OCCCN(CCCCCCCC)CCCCCCCC)(OCCCCCCC)[O-] (dioctylamino)propyl heptyl phosphate